CCCCCNCCCCNCCCCCNCCCCNCCCCC 6,11,17,22-tetraazaheptaeicosane